[K].O water potassium salt